2-(6-(2,2-difluoro-2-phenylethoxy)hexyl)isoindoline-1,3-dione-18O FC(COCCCCCCN1C(C2=CC=CC=C2C1=[18O])=O)(C1=CC=CC=C1)F